CN(C)CC1=CC=C(C=C1)[S@@](=O)(N)=NC(NC1=C2C(=NC3=C1CCC3)[C@@H](CC2)C)=O |o1:25| (R,R) or (R,S)-4-((dimethyl-amino)methyl)-N'-((3-methyl-1,2,3,5,6,7-hexa-hydrodicyclopenta[b,e]pyridin-8-yl)carbamoyl)benzene-sulfonimidamide